NC=1C(=C(C=CC1)NC(=O)C1=C(N=C2N(O1)CCCC2)O)Cl N-(3-amino-2-chlorophenyl)-2-hydroxy-4-oxa-6,7,8,9-tetrahydro-4H-pyrido[1,2-a]pyrimidine-3-carboxamide